S(=O)(=O)([O-])[O-].[K+].[Sc+3].S(=O)(=O)([O-])[O-] scandium potassium sulphate